FC1=CC(=C(C=C1)NC(=O)N1CC2=C(CC1)SC(=C2)C2=NOC(=N2)C(F)(F)F)C N-(4-fluoro-2-methylphenyl)-2-(5-(trifluoromethyl)-1,2,4-oxadiazol-3-yl)-6,7-dihydrothieno[3,2-c]pyridine-5(4H)-carboxamide